O=C1OC2=C(C(=C1)C(F)(F)F)C=CC(=C2)OC(CCC2=CC=C(C=C2)Br)=O (2-oxo-4-trifluoromethyl-2H-1-benzopyran-7-yl)-4-bromobenzenepropanoate